[4-(4-acetylphenyl)sulfonylphenyl]sulfonium tris(trifluoromethylsulfonyl)methide [C-](S(=O)(=O)C(F)(F)F)(S(=O)(=O)C(F)(F)F)S(=O)(=O)C(F)(F)F.C(C)(=O)C1=CC=C(C=C1)S(=O)(=O)C1=CC=C(C=C1)[SH2+]